N-(pyrene-1-yl)quinoline-2-amide iridium [Ir].C1(=CC=C2C=CC3=CC=CC4=CC=C1C2=C34)NC(=O)C3=NC4=CC=CC=C4C=C3